S-(3-nitro-2-pyridinesulfenyl)cysteine [N+](=O)([O-])C=1C(=NC=CC1)SSC[C@H](N)C(=O)O